4-amino-7-(difluoromethoxy)-1-(3-fluoro-2-methylphenyl)quinazolin-2(1H)-one NC1=NC(N(C2=CC(=CC=C12)OC(F)F)C1=C(C(=CC=C1)F)C)=O